5-hydroxyindol-2-one OC1=CC2=CC(N=C2C=C1)=O